1-(1-((5-(Dimethylamino)naphthalen-1-yl)sulfonyl)-1H-indol-3-yl)ethane-1-one CN(C1=C2C=CC=C(C2=CC=C1)S(=O)(=O)N1C=C(C2=CC=CC=C12)C(C)=O)C